N[C@@H](C(=O)O)CC1=CC=C(C=C1)C#N (2R)-2-amino-3-(4-cyanophenyl)propanoic acid